ditert.butyltin dichloride C(C)(C)(C)[Sn](C(C)(C)C)(Cl)Cl